7-(imidazo[1,2-a]pyridin-6-yl)-2-(3-methyl-4-(4-methylpiperazin-1-yl)phenyl)-5H-pyrrolo[2,3-b]pyrazine N=1C=CN2C1C=CC(=C2)C2=CNC1=NC=C(N=C12)C1=CC(=C(C=C1)N1CCN(CC1)C)C